N,N-dimethylethylacrylamide ammonium chloride [Cl-].[NH4+].CN(C(C(=C)CC)=O)C